C(#N)C1=C(C(=NC(=C1)C1=CC(=CC=C1)F)C(CCC(=O)O)=O)O 4-[4-Cyano-6-(3-fluoro-phenyl)-3-hydroxy-pyridin-2-yl]-4-oxo-butyric acid